methyl N-[5-[6-[(4-fluoro-3-methoxy-phenyl)-methyl-carbamoyl]imidazo[4,5-b]pyridin-1-yl]-2-pyridyl]carbamate FC1=C(C=C(C=C1)N(C(=O)C=1C=C2C(=NC1)N=CN2C=2C=CC(=NC2)NC(OC)=O)C)OC